FC=1C(=C(C=CC1F)[C@H]1[C@H](OC([C@@H]1C)(C)C)C(=O)NC1=CC(=NC=C1)C(=O)N)OC |r| rac-(2S,3S,4R)-4-[[3-(3,4-difluoro-2-methoxy-phenyl)-4,5,5-trimethyl-tetrahydrofuran-2-carbonyl]amino]pyridine-2-carboxamide